FC(C(=O)O)(F)F.C(C)(C)(C)C1=NC(=NO1)C(=O)NCC1=C(C=C(C=C1)C1=NC=NN2C1=CC(=C2)N2[C@@H](CN(CC2)C)C)C (R)-5-(tert-butyl)-N-(4-(6-(2,4-dimethylpiperazin-1-yl)pyrrolo[2,1-f][1,2,4]triazin-4-yl)-2-methylbenzyl)-1,2,4-oxadiazole-3-carboxamide trifluoroacetate